2-(6-(((1S,2R,3R,5R)-2-fluoro-8-methyl-8-azabicyclo[3.2.1]octan-3-yl)oxy)pyridazin-3-yl)-5-(5-methyl-2H-tetrazol-2-yl)phenol F[C@@H]1[C@@H]2CC[C@H](C[C@H]1OC1=CC=C(N=N1)C1=C(C=C(C=C1)N1N=C(N=N1)C)O)N2C